ClC1=C2N=C(N(C2=NC(=N1)SC)C1=CC=C(C=C1)Cl)C1=C(C=CC=C1)Cl 6-chloro-8-(2-chlorophenyl)-9-(4-chlorophenyl)-2-(methylthio)-9H-purine